(S)-5-((4-((2-hydroxy-1-phenylethyl)amino)-5-(1,2,4-oxadiazol-5-yl)pyridin-2-yl)amino)isoindolin-1-one OC[C@H](C1=CC=CC=C1)NC1=CC(=NC=C1C1=NC=NO1)NC=1C=C2CNC(C2=CC1)=O